4-(5-(4-(4-isopropyl-4H-1,2,4-triazol-3-yl)phenyl)pyridin-3-yl)-1H-pyrrolo[2,3-b]pyridine-2-carboxamide C(C)(C)N1C(=NN=C1)C1=CC=C(C=C1)C=1C=C(C=NC1)C1=C2C(=NC=C1)NC(=C2)C(=O)N